tert-butyl N-[3-(6-methoxy-1,3-benzothiazol-5-yl)-1-[[2-(trimethylsilyl)ethoxy]methyl]pyrrolo[2,3-b]pyridin-6-yl]carbamate COC1=CC2=C(N=CS2)C=C1C1=CN(C2=NC(=CC=C21)NC(OC(C)(C)C)=O)COCC[Si](C)(C)C